F[C@H]1[C@@H](C1)C(C)=O 1-((1S,2R)-2-fluorocyclopropyl)ethan-1-one